O1C(OCC1)C1=C(C=CC(=C1)F)N1N=C(C=C1)F 1-(2-(1,3-dioxolan-2-yl)-4-fluorophenyl)-3-fluoro-1H-pyrazole